C(C)C(CNC1CCN(CC1)C(=O)NC1=CC(=CC(=C1)OC1=CC=NC=C1)OC1=CC=C(C=C1)F)CC 4-((2-Ethylbutyl)amino)-N-(3-(4-fluorophenoxy)-5-(pyridin-4-yloxy)phenyl)piperidine-1-carboxamide